(4-methyl-3-pentenyl)-3-cyclohexene-formaldehyde CC(=CCCC1(CC=CCC1)C=O)C